5-dodecylpentadecyl 5-oxododecanoate O=C(CCCC(=O)OCCCCC(CCCCCCCCCC)CCCCCCCCCCCC)CCCCCCC